N-((8-methoxy-2-(6-methoxypyridin-3-yl)-2,3-dihydrobenzo[b][1,4]dioxin-6-yl)methyl)-1-(methylthio)-2-nitrovinylamine COC1=CC(=CC2=C1OC(CO2)C=2C=NC(=CC2)OC)CNC(=C[N+](=O)[O-])SC